(3R)-2-[(4-chloro-2-methanesulfonylphenyl)methyl]-3-(4-chlorophenyl)-4-fluoro-4-[hydroxy(oxan-4-yl)methyl]3-{[1-(hydroxymethyl)cyclopropyl]methoxy}-2,3-dihydro-1H-isoindol-1-one ClC1=CC(=C(C=C1)CN1C(C2=CC=CC(C2[C@@]1(OCC1(CC1)CO)C1=CC=C(C=C1)Cl)(C(C1CCOCC1)O)F)=O)S(=O)(=O)C